Cl.OCC=1N=C(NC1)C=O 4-HYDROXYMETHYL-1H-IMIDAZOLE-2-CARBALDEHYDE HCL